(1R,3S)-3-{3-[(pyridin-2-ylacetyl)amino]-1H-pyrazol-5-yl}cyclopentyl (2S)-2-methylpyrrolidine-1-carboxylate C[C@@H]1N(CCC1)C(=O)O[C@H]1C[C@H](CC1)C1=CC(=NN1)NC(CC1=NC=CC=C1)=O